2-(6-{6-[(4-cyano-2-fluorobenzyl)oxy]pyridin-2-yl}-6-azaspiro[2.5]oct-1-yl)-1-[(2S)-oxetan-2-ylmethyl]-1H-benzimidazole-6-carboxylic acid C(#N)C1=CC(=C(COC2=CC=CC(=N2)N2CCC3(CC3C3=NC4=C(N3C[C@H]3OCC3)C=C(C=C4)C(=O)O)CC2)C=C1)F